COC=1C=C(C=CC1)CNC(C1=CN=CC(=C1N1CC2(CCCN2)CC1)C1=CC(=CC(=C1)F)F)=O N-(m-methoxyphenyl)methyl-4-(1,7-diaza-7-spiro[4.4]nonyl)-5-(3,5-difluorophenyl)nicotinamide